C(=O)C1CCN(CC12CC2)C(=O)OC(C)(C)C tert-butyl 8-formyl-5-azaspiro[2.5]octane-5-carboxylate